[N+](=O)([O-])C=1C(=C(C(=O)N)C=C(C1)[N+](=O)[O-])C 3,5-dinitro-2-methylbenzamide